2-((4-((tert-butoxycarbonyl)amino)cyclohexyl)amino)-6-methylpyrimidine-4-carboxylic acid C(C)(C)(C)OC(=O)NC1CCC(CC1)NC1=NC(=CC(=N1)C(=O)O)C